N-[5-butyl-4-(2-methyl-1-oxoisoquinolin-4-yl)pyrimidin-2-yl]ethanesulfonamide C(CCC)C=1C(=NC(=NC1)NS(=O)(=O)CC)C1=CN(C(C2=CC=CC=C12)=O)C